[Na+].C(CC(=O)[O-])(=O)OCCC n-propyl malonate, sodium salt